tert-butyl (3-(4-(4-(3-amino-6-(2-hydroxyphenyl)pyridazin-4-yl)-1,4-diazepan-1-yl)-6-ethoxypyrimidin-2-yl)prop-2-yn-1-yl)(tert-butoxycarbonyl)carbamate NC=1N=NC(=CC1N1CCN(CCC1)C1=NC(=NC(=C1)OCC)C#CCN(C(OC(C)(C)C)=O)C(=O)OC(C)(C)C)C1=C(C=CC=C1)O